ClC1=C(C=CC=C1F)C=1CCOC2=C(C1C1=CC=C(C=C1)O[C@@H]1CN(CC1)CCCF)C=CC(=C2)O 4-(2-Chloro-3-fluorophenyl)-5-[4-[(3S)-1-(3-fluoropropyl)pyrrolidin-3-yl]oxyphenyl]-2,3-dihydro-1-benzoxepin-8-ol